COCC1COC1 3-(methoxymethyl)oxetan